C1(CC1)C(=O)N1CC(CCC1)C1=NC2=CC=C(C3=C2N1[C@H](CO3)C3=NC=CC=C3)C=3C(=NOC3C)C (4S)-2-[1-(cyclopropylcarbonyl)piperidin-3-yl]-7-(3,5-dimethylisoxazol-4-yl)-4-pyridin-2-yl-4,5-dihydroimidazo[1,5,4-de][1,4]benzoxazine